CN(CC1=CC2=C(OC3=C1C=CC=C3)C=CC=C2)CC#C N-methyl-N-2-propynyl-dibenzo[b,f]oxepin-10-methanamine